1-(pyridin-4-yl)propan-2-one methyl-N-[4-carbamoyl-1-[4-(cyanomethyl)-3-fluoro-1-[(2-fluoro-3-hydroxy-4-phenyl-phenyl)methyl]-4-piperidyl]pyrazol-3-yl]carbamate COC(NC1=NN(C=C1C(N)=O)C1(C(CN(CC1)CC1=C(C(=C(C=C1)C1=CC=CC=C1)O)F)F)CC#N)=O.N1=CC=C(C=C1)CC(C)=O